C(C)(C)(C)OC(NC=1C=NN(C1C(=C)OCC)C=1C=NC=CC1)=O N-[5-(1-ethoxyvinyl)-1-(pyridin-3-yl)-1H-pyrazol-4-yl]carbamic acid tert-butyl ester